CC1(CCC1)OC(O[C@]1(O[C@H]([C@@H]2OC(O[C@@H]21)(C)C)C2=CC=C1C(=NC=NN12)N)C#N)=O carbonic acid ((3aS,4R,6S,6aS)-6-(4-aminopyrrolo[2,1-f][1,2,4]triazin-7-yl)-4-cyano-2,2-dimethyltetrahydrofurano[3,4-d][1,3]dioxol-4-yl) methylcyclobutyl ester